(4-((2-chloro-5-nitropyridin-4-yl)amino)cyclohexyl)carbamic acid tert-butyl ester C(C)(C)(C)OC(NC1CCC(CC1)NC1=CC(=NC=C1[N+](=O)[O-])Cl)=O